C(C)OCOC1=C(C(=CC(=C1)C(F)(F)F)C)C=1C=NC=2C(N1)=NN(C2)C[C@H]2CN(C(O2)=O)CC (R)-5-((6-(2-(ethoxymethoxy)-6-methyl-4-(trifluoromethyl)phenyl)-2H-pyrazolo[3,4-b]pyrazin-2-yl)methyl)-3-ethyloxazolidin-2-one